[C@@H]1([C@H](O)[C@@H](O)[C@H](O)[C@H](O1)CO)OC1=NNC(=C1CC1=CC=C(C=C1)C=1SC=CN1)C 3-(β-D-glucopyranosyloxy)-5-methyl-4-{[4-(thiazole-2-yl)phenyl]methyl}-1H-pyrazole